2-hydroxy-4,8-dimethyl-6(5H)-phenanthridinone hydrochloride Cl.OC1=CC=2C3=CC=C(C=C3C(NC2C(=C1)C)=O)C